ClC1=C(C=C(C=C1)C#N)C=1C=C2C(=NNC2=CC1)NC(=O)[C@H]1CN(CCC1)C(=O)OC(C(C)C)OC(C(C)(C)C)=O 1-[(2,2-Dimethylpropanoyl)oxy]-2-methylpropyl (3R)-3-{[5-(2-chloro-5-cyanophenyl)-1H-indazol-3-yl]carbamoyl}piperidine-1-carboxylate